4-(N-(naphthalene-1-yl)-N-phenylamino)phenylboronic acid C1(=CC=CC2=CC=CC=C12)N(C1=CC=CC=C1)C1=CC=C(C=C1)B(O)O